C(CCCCCCCCCCCCCCCCCCCCCCCCCCC)(=O)OCC(CO)(CO)CO pentaerythritol montanate